O[C@@H]1[C@H](N(C[C@H]1N1CCN(CCN(CCN(CC1)CC(OC(C)(C)C)=O)CC(OC(C)(C)C)=O)CC(=O)OC(C)(C)C)C(=O)OCC1=CC=CC=C1)C(=O)OCC1=CC=CC=C1 dibenzyl (2S,3S,4R)-3-hydroxy-4-(4,7,10-tris(2-(tert-butoxy)-2-oxoethyl)-1,4,7,10-tetraazacyclododecan-1-yl)pyrrolidine-1,2-dicarboxylate